Cl.N[C@H]1CN(CCC1)C1CCC(CC1)O 4-[(3R)-3-aminopiperidin-1-yl]cyclohexan-1-ol hydrochloride